isoundecanesulfonic acid C(CCCCCCCC(C)C)S(=O)(=O)O